tert-butyl 2-chloro-7-(cyclohexylmethyl)-5,6,7,8-tetrahydro-1,6-naphthyridine-6-carboxylate ClC1=NC=2CC(N(CC2C=C1)C(=O)OC(C)(C)C)CC1CCCCC1